COC1=CC=C(C=C1)CCC1NCC=2C=CC(=NC2C1)S(=O)(=O)[O-] 7-(4-methoxyphenylethyl)-5,6,7,8-tetrahydro-1,6-naphthyridine-2-sulfonate